2-amino-N-((1R)-1-(9-((1-methyl-1H-pyrazol-4-yl)ethynyl)-1-oxo-2-phenyl-2,4,5,6-tetrahydro-1H-4,6-epoxybenzo[de]isoquinolin-3-yl)ethyl)pyrazolo[1,5-a]pyrimidine-3-carboxamide NC1=NN2C(N=CC=C2)=C1C(=O)N[C@H](C)C=1N(C(C=2C(=CC=C3C2C1C1CC3O1)C#CC=1C=NN(C1)C)=O)C1=CC=CC=C1